(1R,3R,4R)-2-(7-chloro-1H-indole-2-carbonyl)-5,5-difluoro-N-((R,E)-4-fluoro-4-(methylsulfonyl)-1-((S)-2-oxopyrrolidin-3-yl)but-3-en-2-yl)-2-azabicyclo[2.2.2]octane-3-carboxamide ClC=1C=CC=C2C=C(NC12)C(=O)N1[C@H]2CC([C@@H]([C@@H]1C(=O)N[C@H](C[C@H]1C(NCC1)=O)\C=C(\S(=O)(=O)C)/F)CC2)(F)F